CN1CCNC=C1 4-Methyl-1,2,3,4-tetrahydropyrazine